6-chloro-3-methyl-1-(oxetan-3-yl)-1,3-dihydro-2H-imidazo[4,5-c]Pyridin-2-one ClC1=CC2=C(C=N1)N(C(N2C2COC2)=O)C